C(C)(C)(C)OC(=O)N[C@H]1C=C[C@H](C1)C(=O)O (1R,4S)-N-t-butoxycarbonyl-1-aminocyclopent-2-ene-4-carboxylic acid